O1C=C(C=C1)C=CC(=O)O 3-(3-furyl)acrylic acid